decenyl propionate CCCCCCCC/C=C/OC(=O)CC